C12N(CC(C1)C2)C=2C(=NC1=CC(=CC(=C1N2)[C@@H](C)NC=2C(=NC(=CC2)Cl)C(=O)O)C)C#N (R)-3-((1-(3-(2-azabicyclo[2.1.1]hexan-2-yl)-2-cyano-7-methylquinoxalin-5-yl)ethyl)amino)-6-chloropicolinic acid